[Sn].[Pb]=S lead sulfide tin